tert-Butyl (1-methyl-5-((4-(2,2,2-trifluoroacetamido)phenyl)carbamoyl)-1H-pyrrol-3-yl)carbamate CN1C=C(C=C1C(NC1=CC=C(C=C1)NC(C(F)(F)F)=O)=O)NC(OC(C)(C)C)=O